N-(3-chlorophenyl)-5-hydroxy-5-phenyl-octahydrocyclopenta[c]pyrrole-2-carboxamide ClC=1C=C(C=CC1)NC(=O)N1CC2C(C1)CC(C2)(C2=CC=CC=C2)O